NCCCNCCCNCCCC N1-(3-aminopropyl)-N3-butylpropane-1,3-diamine